N'-(tert-butyldimethyl-silyl)-1-(difluoromethyl)-1H-pyrazole-3-sulfonimidamide C(C)(C)(C)[Si](N=S(=O)(N)C1=NN(C=C1)C(F)F)(C)C